(2S)-N-[(4-carbamimidoylthiophen-2-yl)methyl]-1-{2-[(4-propylphenyl)formamido]acetyl}pyrrolidine-2-carboxamide C(N)(=N)C=1C=C(SC1)CNC(=O)[C@H]1N(CCC1)C(CNC(=O)C1=CC=C(C=C1)CCC)=O